CC1=NC=C(C=N1)C(C)N 1-(2-methylpyrimidin-5-yl)ethan-1-amine